OCCCN1N(N(C=C1CN)CCCO)CCCO tris-hydroxypropyl-triazolylmethylamine